CN1C(CCC1)=O (rac)-N-methyl-2-pyrrolidinone